hexamethyl-3,3-bis{(trimethylsilyl)oxy}trisiloxane C[Si](O[Si](O[Si](C)(C)C)(O[Si](C)(C)C)O[Si](C)(C)C)(C)C